FC=1C=NC=2OCC3C4CCC(CN3C3=NN(C1C32)C)N4C(=O)[O-] 14-fluoro-16-methyl-10-oxa-2,12,16,17,19-pentazapentacyclo[9.6.1.14,7.02,8.015,18]nonadeca-1(17),11(18),12,14-tetraene-19-carboxylate